3-(1-methylhydrazino)pyridine CN(N)C=1C=NC=CC1